NC1=CC(=C(C=C1)N1CC(CC1)NC(C)=O)S(=O)(=O)C N-(1-(4-amino-2-(methylsulfonyl)phenyl)pyrrolidin-3-yl)acetamide